CC1(OB(OC1(C)C)C=1C=NC(=NC1)CNC(OC(C)(C)C)=O)C Tert-butyl (5-(4,4,5,5-tetramethyl-1,3,2-dioxaborolan-2-yl) pyrimidin-2-yl)methylcarbamate